2-bromo-2-nitro-1,3-diacetoxypropane BrC(COC(C)=O)(COC(C)=O)[N+](=O)[O-]